COC(C[C@H](C1=CC(=CC(=C1)Cl)Cl)N)=O |r| (±)-3-amino-3-(3,5-dichlorophenyl)propionic acid methyl ester